ClC1=C(C=CC=C1NC=1C=NC(=CC1)OC(F)F)[C@@]1(CC(N(C(N1)=N)[C@H]1C[C@@H](OCC1)C)=O)C |o1:25,27| (6S)-6-(2-Chloro-3-{[6-(difluoromethoxy)pyridin-3-yl]-amino}phenyl)-2-imino-6-methyl-3-[(2S*,4R*)-2-methyl-tetrahydropyran-4-yl]-hexahydropyrimidin-4-one